N=1N=C(N2C1CCCCC2)CNC2=CC(=CC=C2)C(F)(F)F N-((6,7,8,9-tetrahydro-5H-[1,2,4]triazolo[4,3-a]azepin-3-yl)methyl)-3-(trifluoromethyl)aniline